ClC=1C=NC=CC1C1=CC=C(C=C1)NC([C@H](C(C1=CC=CC=C1)C1=CC=CC=C1)NC(OC(C)(C)C)=O)=O tert-butyl (S)-(1-((4-(3-chloropyridin-4-yl)phenyl)amino)-1-oxo-3,3-diphenylpropan-2-yl)carbamate